OCC1=CC=C(C=C1)N=NC1=CC=CC=C1 4-hydroxymethylazobenzene